N-(5-((3-Chlorophenylamino)methyl)pyridin-2-yl)-1-methyl-6-oxo-1,6-dihydropyridazine-3-carboxamide ClC=1C=C(C=CC1)NCC=1C=CC(=NC1)NC(=O)C1=NN(C(C=C1)=O)C